ON(S(=O)(=O)C1=CC=CC=C1)C1=C(C=CC=C1)C(\C=C\C1=CC=C(C=C1)O)=O N-Hydroxy-N-[2-[(E)-3-(4-hydroxyphenyl)prop-2-enoyl]phenyl]benzenesulfonamide